CNC(=O)C1=CC=C(C=N1)C=1CCN(CC1)CC1=CC=2NC([C@H]3N(C2C=C1)CCCC3)=O (S)-N-methyl-1'-((6-oxo-6,6a,7,8,9,10-hexahydro-5H-pyrido[1,2-a]quinoxalin-3-yl)methyl)-1',2',3',6'-tetrahydro-[3,4'-bipyridine]-6-carboxamide